4-(4-bromophenyl)-piperidine BrC1=CC=C(C=C1)C1CCNCC1